COC1=CC=C(C2=CC=CC=C12)C1=NC(=NC(=N1)C(Cl)(Cl)Cl)C(Cl)(Cl)Cl 2-(4-methoxy-1-naphthyl)-4,6-bis(trichloromethyl)-1,3,5-triazine